N-[2-(2,6-dioxopiperidin-3-yl)-1-oxo-3H-isoindol-5-yl]-1-isopropyl-3-methylpyrrolo[2,3-b]pyridine-5-carboxamide O=C1NC(CCC1N1C(C2=CC=C(C=C2C1)NC(=O)C=1C=C2C(=NC1)N(C=C2C)C(C)C)=O)=O